C[O-].[Co+2].C[O-] cobalt(II) methoxide